C(C)(C)(C)OC(=O)NC(CC(=O)O)CC=1C=C(C=CC1)C1=CC=C(C=C1)OC1=NC=C(C=C1F)C#N 3-((tert-Butoxycarbonyl)amino)-4-(4'-((5-cyano-3-fluoropyridin-2-yl)oxy)-(1,1'-biphenyl)-3-yl)butanoic acid